N-Ethyl-6-methyl-4-(3-methyl-5-(4-methyl-3-(4-(piperidin-1-yl)butanamido)phenoxy)phenyl)-7-oxo-6,7-dihydro-1H-pyrrolo[2,3-c]pyridine-2-carboxamide C(C)NC(=O)C1=CC2=C(C(N(C=C2C2=CC(=CC(=C2)OC2=CC(=C(C=C2)C)NC(CCCN2CCCCC2)=O)C)C)=O)N1